O1C[C@H](CCC1)CCN |r| (+/-)-2-(Tetrahydro-2H-pyran-3-yl)ethanamine